(S)-2-((tert-butoxycarbonyl)amino)-3-((S)-2-oxopyrrolidin-3-yl-5,5-d2)propionic acid methyl ester COC([C@H](C[C@H]1C(NC(C1)([2H])[2H])=O)NC(=O)OC(C)(C)C)=O